(3-(Octadecyloxy)5-(pentadecyl)phenyl)methanol C(CCCCCCCCCCCCCCCCC)OC=1C=C(C=C(C1)CCCCCCCCCCCCCCC)CO